3-(2,4-dichlorophenyl)-5-phenyl-4-hydroxy-1H-pyrazole ClC1=C(C=CC(=C1)Cl)C1=NNC(=C1O)C1=CC=CC=C1